CC1=NC2=CC=C(C=C2C(=C1C1=CC=CC=C1)C)NC(=O)NC[C@@H](CC)O (R)-1-(2,4-dimethyl-3-phenylquinolin-6-yl)-3-(2-hydroxybutyl)urea